COCCOC1=CC=C(C=C1)S(=O)(=O)NCC=1N=NN(C1)CC1=CC=C(C=C1)NC(=O)C(C(=O)OCC)CC(C)C ethyl 2-[[4-[[4-[[[4-(2-methoxyethoxy)phenyl]sulfonylamino]methyl]triazol-1-yl]methyl]phenyl]carbamoyl]-4-methyl-pentanoate